NC1=C(OCC(C)O)C=C(C=C1)N 1-(2,5-diaminophenoxy)propan-2-ol